((2-(((3S,6S,9aS)-5-oxo-3-(3-(pyridin-3-yl)pyrrolidine-1-carbonyl)octahydro-1H-pyrrolo[1,2-a]azepin-6-yl)carbamoyl)benzo[b]thiophen-5-yl)methyl)phosphonic acid O=C1[C@H](CCC[C@@H]2N1[C@@H](CC2)C(=O)N2CC(CC2)C=2C=NC=CC2)NC(=O)C2=CC1=C(S2)C=CC(=C1)CP(O)(O)=O